2,2-difluoro-2-{2-fluoro-3-[(1R)-1-{[2-methyl-6-(4-methylpiperazin-1-yl)pyrido[3,4-d]pyrimidin-4-yl]amino}ethyl]phenyl}ethan-1-ol FC(CO)(C1=C(C(=CC=C1)[C@@H](C)NC=1C2=C(N=C(N1)C)C=NC(=C2)N2CCN(CC2)C)F)F